1'',2''-dimethyl-2''H-dispiro[1,3-dioxolane-2,1'-cyclohexane-4',3''-indole] CN1C(C2(C3=CC=CC=C13)CCC1(CC2)OCCO1)C